2-chloro-6-((2-methylallyl)oxy)benzo[d]thiazole ClC=1SC2=C(N1)C=CC(=C2)OCC(=C)C